NC=1N=CN(C(C1C(=O)N[C@@H]1C[C@@H](CCC1)CNCC1=C(C=C(C=C1)OC)OC)=O)C1=C(C=C(C=C1C)OC)Cl 4-amino-1-((S)-2-chloro-4-methoxy-6-methylphenyl)-N-((1S,3R)-3-(((2,4-dimethoxybenzyl)amino)methyl)cyclohexyl)-6-oxo-1,6-dihydropyrimidine-5-carboxamide